5-(2-fluoroethoxy)-4,6-dimethoxy-pyrimidin FCCOC=1C(=NC=NC1OC)OC